tert-Butyl (4-((2-Chloro-5-nitropyridin-4-yl)amino)cyclohexyl)carbamate ClC1=NC=C(C(=C1)NC1CCC(CC1)NC(OC(C)(C)C)=O)[N+](=O)[O-]